BrC1=CC=C(C=C1)N(C1=CC=C(C=C1)Br)C1=CC=C(C=C1)Br tris(4-bromophenyl)amine